O1C2C(=CCC1)C=CS2 dihydrothieno[2,3-b]pyran